N-{5-azaspiro[3.5]nonan-8-yl}-1-[6-(2-hydroxyphenyl)pyridazin-4-yl]-4-phenoxypiperidine-4-carboxamide C1CCC12NCCC(C2)NC(=O)C2(CCN(CC2)C2=CN=NC(=C2)C2=C(C=CC=C2)O)OC2=CC=CC=C2